seleno-glucosamine [SeH]C1[C@H](N)[C@@H](O)[C@H](O)[C@H](O1)CO